CC1=C(N=C(S1)NC1=NC=CC(=C1)OC1CCOCC1)C1=NC=CC=C1 5-methyl-4-(pyridin-2-yl)-N-(4-(tetrahydro-2H-pyran-4-yloxy)pyridin-2-yl)thiazol-2-amine